7-bromo-N-(3-chloro-2,4-difluorophenyl)-5-((2-(pyrimidin-2-yl)propan-2-yl)oxy)quinazolin-4-amine BrC1=CC(=C2C(=NC=NC2=C1)NC1=C(C(=C(C=C1)F)Cl)F)OC(C)(C)C1=NC=CC=N1